ClC=1N=NC(=CC1)N1CCCC1 3-chloro-6-(pyrrolidin-1-yl)pyridazine